tri(3-cyclohexylphenyl) phosphite P(OC1=CC(=CC=C1)C1CCCCC1)(OC1=CC(=CC=C1)C1CCCCC1)OC1=CC(=CC=C1)C1CCCCC1